C(C1=CC=CC=C1)O[C@@H]1[C@](O[C@@H]2OC(O[C@@H]21)(C)C)(COCC2=CC=CC=C2)C#C[Si](CC)(CC)CC {2-[(3aR,5R,6S,6aR)-6-(benzyloxy)-5-[(benzyloxy)methyl]-2,2-dimethyl-dihydro-3aH-furo[2,3-d][1,3]dioxol-5-yl]ethynyl}triethylsilane